2-Amino-3-(3-methoxy-4-(((tetrahydro-2H-pyran-2-yl)oxy)carbamoyl)phenyl)propanoic acid NC(C(=O)O)CC1=CC(=C(C=C1)C(NOC1OCCCC1)=O)OC